C(CCCC)O[C@H]1[C@@H](O[C@@H]([C@H]1O)CO)N1C(=O)N=C(N)C=C1 2'-O-pentylcytidine